(S)-(6-(3-methyl-1H-pyrrolo[2,3-B]pyridin-5-yl)-8-(pyrrolidin-2-yl)-3,4-dihydroisoquinolin-2(1H)-yl)(6-methylpyridin-4-yl)methanone CC1=CNC2=NC=C(C=C21)C=2C=C1CCN(CC1=C(C2)[C@H]2NCCC2)C(=O)C2=CC=NC(=C2)C